N[C@@H]1[C@H](CCCC1)C1=C(C2=NC(=CC(=C2S1)NCC1=CC=CC=C1)Cl)C#C 2-((1S,2S)-2-aminocyclohexyl)-N-benzyl-5-chloro-3-ethynylthieno[3,2-b]pyridin-7-amine